ethyl 4-[(3R,4R)-3-{[(tert-butoxy)carbonyl]amino}-4-methylpiperidin-1-yl]butanoate C(C)(C)(C)OC(=O)N[C@H]1CN(CC[C@H]1C)CCCC(=O)OCC